ClC=1C=C(NC2(CCC3(C(CC4=CC=C(C=C34)OCCCCS(=O)(=O)O)C[C@H](COC3=CC=NC=4CCC[C@H](C34)C)C)CC2)C(=O)O)C=CC1 4-(3-Chloroanilino)-2'-[(2R)-2-methyl-3-{[(5R)-5-methyl-5,6,7,8-tetrahydroquinolin-4-yl]oxy}propyl]-6'-(4-sulfobutoxy)-2',3'-dihydrospiro[cyclohexane-1,1'-indene]-4-carboxylic acid